NC=1C=C2C(=NC1)NC(=C2C=2C=CC(=C(C2)NC(OC(C)(C)C)=O)C)C2=CC=C(C=C2)N2CCN(CC2)C tert-butyl (5-(5-amino-2-(4-(4-methylpiperazin-1-yl)phenyl)-1H-pyrrolo[2,3-b]pyridin-3-yl)-2-methylphenyl)carbamate